6-methyl-N-(4-methylthiazol-2-yl)-4-(2-methylthiazol-5-yl)picolinamide CC1=CC(=CC(=N1)C(=O)NC=1SC=C(N1)C)C1=CN=C(S1)C